C(C)(C)(C)C1=CC=C(CN2CCC(CC2)N2C(=NC3=C2C=C(C=C3)Cl)C(F)(F)F)C=C1 1-(1-(4-(tert-butyl)benzyl)piperidin-4-yl)-6-chloro-2-(trifluoromethyl)-1H-benzo[d]imidazole